C(C)(C)(C)OC(=O)N1CCN(CC1)C1=CC(N(C2=CC(=C(C=C12)F)Br)C=1C(=NC=CC1C)C(C)C)=C=O 4-(7-bromo-6-fluoro-1-(2-isopropyl-4-methylpyridin-3-yl)-2-carbonyl-1,2-dihydroquinolin-4-yl)piperazine-1-carboxylic acid tert-butyl ester